NCC(C(=O)O)N1C(C=CC1=O)=O 3-amino-2-(2,5-dioxo-2,5-dihydro-1H-pyrrol-1-yl)propanoic acid